N1C(=NC2=C1C=CC=C2)C2=CC(=NN2CCO)NC(=O)C=2C=NC(=CC2)N2CCN(CC2)C N-[5-(1H-benzimidazol-2-yl)-1-(2-hydroxyethyl)pyrazol-3-yl]-6-(4-methyl-piperazin-1-yl)pyridine-3-carboxamide